4-(4-(4-(3-bromopropyloxy)phenyl)piperidin-1-yl)-2-(trifluoromethyl)benzonitrile BrCCCOC1=CC=C(C=C1)C1CCN(CC1)C1=CC(=C(C#N)C=C1)C(F)(F)F